isobutyl-1-((1-(6-(1-methyl-1H-pyrazol-4-yl)pyrazolo[1,5-a]pyrazin-4-yl)piperidin-4-yl)methyl)piperazin-2-one C(C(C)C)C1C(N(CCN1)CC1CCN(CC1)C=1C=2N(C=C(N1)C=1C=NN(C1)C)N=CC2)=O